(1R,3S)-1-[3-[[4-(2-Fluorophenyl)piperazin-1-yl]methyl]-4-methoxyphenyl]-2,3,4,9-tetrahydro-1H-pyrido[3,4-b]indole-3-carboxylic acid FC1=C(C=CC=C1)N1CCN(CC1)CC=1C=C(C=CC1OC)[C@H]1N[C@@H](CC2=C1NC1=CC=CC=C21)C(=O)O